7-(3-((5-fluoro-2-methylpyridin-4-yl)amino)-7,8-dihydro-1,6-naphthyridin-6(5H)-yl)-8-methyl-4H-pyrimido[1,2-b]pyridazin-4-one FC=1C(=CC(=NC1)C)NC=1C=NC=2CCN(CC2C1)C=1C(=CC=2N(N1)C(C=CN2)=O)C